2-((1s,3s)-3-acetaminocyclopentyl)-N-(5-chloro-4-(5,5-dimethyl-5,6-dihydro-4H-pyrrolo[1,2-b]pyrazol-3-yl)pyridin-2-yl)acetamide N(C(=O)C)[C@@H]1C[C@H](CC1)CC(=O)NC1=NC=C(C(=C1)C1=C2N(N=C1)CC(C2)(C)C)Cl